C(#N)C1=CC(=C(C=C1)COC1=NN(C=C1)C1=CC(=C(C=C1F)CC(=O)OC)F)F methyl 2-[4-[3-[(4-cyano-2-fluoro-phenyl)methoxy]pyrazol-1-yl]-2,5-difluoro-phenyl]acetate